FC=1C(=C(C=CC1F)[C@@H]1[C@H](O[C@]([C@H]1C)(C(F)(F)F)C)C(=O)NC1=CC(=[N+](C=C1)[O-])C(=O)N)O 4-[[(2S,3R,4S,5R)-3-(3,4-Difluoro-2-hydroxy-phenyl)-4,5-dimethyl-5-(trifluoromethyl)tetrahydrofuran-2-carbonyl]amino]-1-oxido-pyridin-1-ium-2-carboxamid